N1(CCCCC1)C1=CC=C(C=N1)C1=CC(=CC2=C1OC(O2)C2CCN(CC2)CC(F)(F)F)C(=O)N 7-(6-(piperidin-1-yl)pyridin-3-yl)-2-(1-(2,2,2-trifluoroethyl)piperidin-4-yl)benzo[d][1,3]dioxole-5-carboxamide